6-fluoro-3-((2-fluorobenzyl)amino)-5-(1-(2-fluorophenyl)ethyl)-4H-benzo[e][1,2,4]thiadiazine 1,1-dioxide FC=1C=CC2=C(NC(=NS2(=O)=O)NCC2=C(C=CC=C2)F)C1C(C)C1=C(C=CC=C1)F